(R)-4-(3-cyano-3'-(pyrrolidin-1-yl)-[1,1'-biphenyl]-4-yl)-N-(2-ethynylthiazol-4-yl)-2-(hydroxymethyl)piperazine-1-carboxamide C(#N)C=1C=C(C=CC1N1C[C@@H](N(CC1)C(=O)NC=1N=C(SC1)C#C)CO)C1=CC(=CC=C1)N1CCCC1